(R)-[5-((3s,4s)-3,4-difluoro-pyrrolidin-1-yl)-pyridin-3-yl]-(1,3-dimethyl-azetidin-3-yl)-(4-isopropyl-phenyl)-methanol F[C@H]1CN(C[C@@H]1F)C=1C=C(C=NC1)[C@@](O)(C1=CC=C(C=C1)C(C)C)C1(CN(C1)C)C